(E)-1-(2-Decoxy-6-hydroxyphenyl)-3-(3,4-dichlorophenyl)prop-2-en-1-one C(CCCCCCCCC)OC1=C(C(=CC=C1)O)C(\C=C\C1=CC(=C(C=C1)Cl)Cl)=O